(5Z)-5-[[1-(4-butylphenyl)pyrazol-4-yl]methylene]-3-ethyl-2-thioxo-thiazolidin-4-one C(CCC)C1=CC=C(C=C1)N1N=CC(=C1)\C=C/1\C(N(C(S1)=S)CC)=O